N1(N=NN=C1)C1CCNCC1 4-(1H-tetrazol-1-yl)piperidine